BrC1=C2C=CC=CC2=C(C2=CC=CC=C12)C1=CC=C(C2=C1OC1=C2C=CC=C1)Cl 4-(10-bromoanthracen-9-yl)-1-chlorodibenzofuran